C1(=CC=CC=C1)[Si](C1(C(=C(C(=C1)C)C)C)C)(C1C=CC2=CC=CC=C12)C1=CC=CC=C1 Diphenyl(indenyl)(tetramethylcyclopentadienyl)silane